The molecule is an organic sodium salt that is the octasodium salt of sugammadex. Used for reversal of neuromuscular blockade induced by rocuronium and vecuronium in adults undergoing surgery. It has a role as a neuromuscular agent. It contains a sugammadex(8-). C(CSC[C@@H]1[C@@H]2[C@@H]([C@H]([C@H](O1)O[C@@H]3[C@H](O[C@@H]([C@@H]([C@H]3O)O)O[C@@H]4[C@H](O[C@@H]([C@@H]([C@H]4O)O)O[C@@H]5[C@H](O[C@@H]([C@@H]([C@H]5O)O)O[C@@H]6[C@H](O[C@@H]([C@@H]([C@H]6O)O)O[C@@H]7[C@H](O[C@@H]([C@@H]([C@H]7O)O)O[C@@H]8[C@H](O[C@@H]([C@@H]([C@H]8O)O)O[C@@H]9[C@H](O[C@H](O2)[C@@H]([C@H]9O)O)CSCCC(=O)[O-])CSCCC(=O)[O-])CSCCC(=O)[O-])CSCCC(=O)[O-])CSCCC(=O)[O-])CSCCC(=O)[O-])CSCCC(=O)[O-])O)O)C(=O)[O-].[Na+].[Na+].[Na+].[Na+].[Na+].[Na+].[Na+].[Na+]